(R)-1-(1-acryloylpiperidine-3-yl)-4-amino-N-(4-(2-(dimethylamino)-2-oxoethyl)-3-fluoro-2-methylphenyl)-1H-pyrazolo[3,4-d]pyrimidine-3-carboxamide C(C=C)(=O)N1C[C@@H](CCC1)N1N=C(C=2C1=NC=NC2N)C(=O)NC2=C(C(=C(C=C2)CC(=O)N(C)C)F)C